CN(CCNC(NC1=CC=C(C=C1)C=1C=CC2=C(N(C=N2)C2=CC=C(C=C2)NS(=O)(=O)C)C1)=O)C N-(4-(6-(4-(3-(2-(dimethylamino)ethyl)ureido)phenyl)-1H-benzo[d]imidazol-1-yl)phenyl)methanesulfonamide